6-(2-((4,4-difluorocyclohexyl)amino)-6-fluoro-4-methoxypyrrolo[2,1-f][1,2,4]triazin-5-yl)-N-methylimidazo[1,2-a]pyrimidine-3-carboxamide FC1(CCC(CC1)NC1=NN2C(C(=N1)OC)=C(C(=C2)F)C=2C=NC=1N(C2)C(=CN1)C(=O)NC)F